ClC=1C(=CSC1)CN1C(C(C2=CC=C(C=C12)C(=O)NC1=CNC2=CC=CC=C12)(C)C)=O ((4-chlorothien-3-yl)methyl)-N-(1H-indol-3-yl)-3,3-dimethyl-2-oxoindoline-6-carboxamide